N-(3-(3-heptylthioureido)-4-hydroxyphenyl)-[1,1'-biphenyl]-4-carboxamide C(CCCCCC)NC(NC=1C=C(C=CC1O)NC(=O)C1=CC=C(C=C1)C1=CC=CC=C1)=S